N1=C(N=CC(=C1)[C@H]1[C@@H](C1)C1=CC2=C(N=C(S2)C)C(=C1)F)C1=NC=CC=N1 trans-6-(2-([2,2'-Bipyrimidin]-5-yl)cyclopropyl)-4-fluoro-2-methylbenzo[d]thiazole